3-(5-nitroquinolin-3-yl)piperidine-2,6-dione [N+](=O)([O-])C1=C2C=C(C=NC2=CC=C1)C1C(NC(CC1)=O)=O